N1C=C(C2=CC=CC=C12)C(=O)NCC(=O)O (2-(1H-indole-3-carboxamido))acetic acid